ClC1=CC(=C2C(=N1)N(C=N2)CCOC)N2CCOCC2 4-(5-chloro-3-(2-methoxyethyl)-3H-imidazo[4,5-b]pyridin-7-yl)morpholine